(2R,4S)-tert-butyl 4-(4-amino-3-((2-methyl-1H-benzo[d]imidazol-5-yl)ethynyl)-1H-pyrazolo[3,4-d]pyrimidin-1-yl)-2-(methoxymethyl)pyrrolidine-1-carboxylate NC1=C2C(=NC=N1)N(N=C2C#CC2=CC1=C(NC(=N1)C)C=C2)[C@H]2C[C@@H](N(C2)C(=O)OC(C)(C)C)COC